C1=2C=C(C=CC2CC1)C=1C2=CC=CC=C2C(=C2C=CC=CC12)Br 9-(bicyclo[4.2.0]oct-1(6),2,4-trien-3-yl)-10-bromoanthracene